F\C(=C/CN)\CN1C=NC2=C1C=C(C=C2C2=CC=C(C=C2)S(=O)(=O)N2CCOCC2)F (Z)-3-fluoro-4-(6-fluoro-4-(4-(morpholinosulfonyl)phenyl)-1H-benzo[d]imidazol-1-yl)but-2-en-1-amine